COC(=O)C1(CCCCC1)C 1-methylcyclohexane-1-carboxylic acid methyl ester